4-amino-3-chloro-5-methylbenzoic acid NC1=C(C=C(C(=O)O)C=C1C)Cl